C(=O)([O-])[C@H](O)C(O)C(=O)[O-] (R)-tartrate